FC=1C=C2C=C(C(NC2=CC1)=O)C=1N=NN(C1)C1=CC=C(C=C1)C(=O)N1C[C@@H](CC1)OCCOC 6-fluoro-3-(1-{4-[(R)-3-(2-methoxy-ethoxy)-pyrrolidine-1-carbonyl]-phenyl}-1H-[1,2,3]triazol-4-yl)-1H-quinolin-2-one